N-methyl-3,5-bis(ethylthio)phthalimide CN1C(C=2C(C1=O)=C(C=C(C2)SCC)SCC)=O